N-((3R,5R)-1-Cyano-5-methylpyrrolidin-3-yl)-5-(3-cyanophenyl)-1,3,4-oxadiazole-2-carboxamide C(#N)N1C[C@@H](C[C@H]1C)NC(=O)C=1OC(=NN1)C1=CC(=CC=C1)C#N